C(C)OC(\C=C\C1=NC(=NO1)C)=O.C(CC)[Si](OCCOC)(OCCOC)OCCOC Propyltri(β-methoxyethoxy)silane ethyl-(E)-3-(3-methyl-1,2,4-oxadiazol-5-yl)prop-2-enoate